4-[3-[3-Chloro-5-[(2R,5R)-2,4,5-trimethylpiperazin-1-yl]pyridine-2-carbonyl]-2,4-dihydro-1,3-benzoxazin-8-yl]-5-fluoro-2-(3-oxa-8-azabicyclo[3.2.1]oct-8-yl)benzoic acid ClC=1C(=NC=C(C1)N1[C@@H](CN([C@@H](C1)C)C)C)C(=O)N1COC2=C(C1)C=CC=C2C2=CC(=C(C(=O)O)C=C2F)N2C1COCC2CC1